1'-(2-{4-[methyl(methylimino)oxo-lambda6-sulfanyl]phenoxy}ethyl)-2-oxo-1,2-dihydrospiro[indole-3,4'-piperidine]-5-carbonitrile CS(C1=CC=C(OCCN2CCC3(CC2)C(NC2=CC=C(C=C23)C#N)=O)C=C1)(=O)=NC